N-[(2S,3R)-2-[(2,3'-difluoro[1,1'-biphenyl]-3-yl)methyl]-4,4-difluoro-1-(2-methylpropanoyl)pyrrolidin-3-yl]ethanesulfonamide FC1=C(C=CC=C1C[C@@H]1N(CC([C@@H]1NS(=O)(=O)CC)(F)F)C(C(C)C)=O)C1=CC(=CC=C1)F